6-chloro-2-(4-fluorophenyl)-3-(methoxymethoxy)pyridine ClC1=CC=C(C(=N1)C1=CC=C(C=C1)F)OCOC